(3S,4S)-1-cyclopropylmethyl-4-{[5-(2,4-dichloro-phenyl)-isoxazole-3-carbonyl]-amino}-piperidine-3-carboxylic acid (1-pyrimidin-2-yl-cyclopropyl)-amide N1=C(N=CC=C1)C1(CC1)NC(=O)[C@H]1CN(CC[C@@H]1NC(=O)C1=NOC(=C1)C1=C(C=C(C=C1)Cl)Cl)CC1CC1